OC1(CCOCC1)C1=CC=C(C=N1)NC([C@H]([C@@H]1CC[C@H](CC1)C)NC(=O)C=1C(=NOC1)C)=O N-[(1S)-2-{[6-(4-Hydroxytetrahydro-pyran-4-yl)pyridin-3-yl]amino}-1-(trans-4-methylcyclohexyl)-2-oxoethyl]-3-methyl-isoxazole-4-carboxamide